FC(S(=O)(=O)OC1=C(C=C2C(=NC=NC2=C1)NC1=CC(=C(C=C1)OCC1=NC=CC=C1)Cl)[N+](=O)[O-])(F)F 4-((3-chloro-4-(pyridin-2-ylmethoxy)phenyl)amino)-6-nitroquinazolin-7-yl trifluoro-methanesulfonate